C(C)(C)(C)OC(N(C1=NC=CC=N1)C1=CC=CC=C1)=O phenyl-(pyrimidin-2-yl)carbamic acid tert-butyl ester